[Br-].[I-].C(=N)N.[Sn+2] tin formamidine iodide bromide